C1CC12CN(CC2)C(=O)[C@@H]2[C@@H](N(CCC2)C(=O)[O-])C(=O)N2[C@@H](C[C@H](C2)CC2=CC=C(C=C2)C)C(NCC=2C=C1C=NN(C1=CC2)C)=O (2R,3S)-3-(5-azaspiro[2.4]heptane-5-carbonyl)-2-[(2S,4R)-2-[(1-methylindazol-5-yl)methylcarbamoyl]-4-(p-tolylmethyl)pyrrolidine-1-carbonyl]piperidine-1-carboxylate